3-bromo-N-(4-iodophenyl)-6-(4H-1,2,4-triazol-4-yl)picolinamide BrC=1C(=NC(=CC1)N1C=NN=C1)C(=O)NC1=CC=C(C=C1)I